(25S)-25-({[(1R,8S,9S)-bicyclo[6.1.0]non-4-yn-9-ylmethoxy]carbonyl}amino)-24-oxo-2,5,8,11,14,17,20-heptaoxa-23-azaheptacosan-27-oic acid [C@H]12CCC#CCC[C@@H]2C1COC(=O)N[C@H](C(NCCOCCOCCOCCOCCOCCOCCOC)=O)CC(=O)O